tert-butyl 4-bromo-7-methyl-1H-indole-1-carboxylate BrC1=C2C=CN(C2=C(C=C1)C)C(=O)OC(C)(C)C